NC1=CC(=C(C=C1)CCC(=O)N(C)C)F 3-(4-amino-2-fluorophenyl)-N,N-dimethylpropionamide